3-Chloro-11-(heptylamino)-6-methyl-6,11-dihydrodibenzo[c,f][1,2]thiazepine 5,5-dioxide ClC1=CC2=C(C(C3=C(N(S2(=O)=O)C)C=CC=C3)NCCCCCCC)C=C1